Bicyclo[4.2.0]octa-1(6),2,4-triene-3-carbaldehyde C1=2C=C(C=CC2CC1)C=O